[(1R,2S,4R,5R,6R,7R,10S,11R,14S,16S)-14,16-dihydroxy-7,11-dimethyl-6-(6-oxopyran-3-yl)-3-oxapentacyclo[8.8.0.02,4.02,7.011,16]octadecan-5-yl] acetate C(C)(=O)O[C@H]1[C@H]2O[C@]23[C@@H]2CC[C@@]4(C[C@H](CC[C@@]4([C@H]2CC[C@@]3([C@H]1C1=COC(C=C1)=O)C)C)O)O